CCC(CCCCC=CC)C(=O)N dec-8-ene-3-carboxamide